CC1C=C2CCCCCCCCCCC(CC1C)O2 14,15-dimethyl-17-oxabicyclo[10.4.1]heptadec-12-ene